COC=1C=C(C=C(C1)OC)C=1C=C2CC(C(C2=CC1)NC(O[C@@H]1CN2CCC1CC2)=O)(C)C (S)-quinuclidin-3-yl (5-(3,5-dimethoxyphenyl)-2,2-dimethyl-2,3-dihydro-1H-inden-1-yl)carbamate